5,6-dibromo-2-phenyl-1H-benzo[d]imidazole BrC1=CC2=C(NC(=N2)C2=CC=CC=C2)C=C1Br